dodecamethylene-diamine NCCCCCCCCCCCCN